N1(CCC1)C/C=C/C(=O)N(C)CC(=O)NC[C@@H](C)C=1C=C(C=CC1)NC=1C(=NC(=C(N1)CC)CC)C(=O)N (S,E)-3-((3-(1-(2-(4-(azetidin-1-yl)-N-methylbut-2-enamido)acetamido)propan-2-yl)phenyl)amino)-5,6-diethylpyrazine-2-carboxamide